N1C(=CC2=CC(=C(C(=C12)[2H])[2H])[2H])[2H] 1H-indole-2,5,6,7-d4